COC1=C(C(=C(C=C1C1=C(C(=CC=C1)C)C)C1=C(C(=CC=C1)C)C)OC)C1=C(C=CC=C1)Br 2',6'-dimethoxy-3',5'-bis(xylyl)-2-bromobiphenyl